L-methionine-d3 [2H]C([2H])([2H])SCC[C@@H](C(=O)O)N